4-Aminopyrazole-1-carboxylic acid tert-butyl ester C(C)(C)(C)OC(=O)N1N=CC(=C1)N